COC=1C=CC=2N(N1)C(=C(N2)C2=CC=CC=C2)C(=O)N[C@@H]2C(NC1=C(C(=N2)C2=CC=CC=C2)C=CC=C1)=O 6-Methoxy-N-[(3S)-2-oxo-5-phenyl-1,3-dihydro-1,4-benzodiazepine-3-Yl]-2-phenylimidazo[1,2-b]pyridazine-3-carboxamide